ClC=1C=C(C=CC1O)C(C)(C)C1=CC(=C(C=C1)O)Cl 2,2-Bis-(3-chloro-4-hydroxyphenyl)-propane